C(C1=CC=CC=C1)SC1=CC(=C(C=C1)NC([C@H](CC1=CC=CC=C1)NC(OC(C)(C)C)=O)=O)C (S)-tert-butyl 1-(4-(benzylsulfanyl)-2-methylphenylamino)-1-oxo-3-phenylprop-2-ylcarbamate